((R)-1-oxa-8-azaspiro[4.5]decan-3-yl) carbamate C(N)(O[C@H]1COC2(C1)CCNCC2)=O